N-cyclopropyl-4-(2-((2-ethoxy-4-(4-methyl-4H-1,2,4-triazol-3-yl)phenyl)amino)-4-(neopentylamino)pyrimidin-5-yl)benzamide C1(CC1)NC(C1=CC=C(C=C1)C=1C(=NC(=NC1)NC1=C(C=C(C=C1)C1=NN=CN1C)OCC)NCC(C)(C)C)=O